2-(1H-pyrazol-4-yl)benzofuran N1N=CC(=C1)C=1OC2=C(C1)C=CC=C2